5-(2,6-dichloro-4-(6-(difluoromethyl)-3,5-dioxo-4,5-dihydro-1,2,4-triazin-2(3H)-yl)phenoxy)-2-hydroxy-N-(thietan-3-yl)benzenesulfonamide ClC1=C(OC=2C=CC(=C(C2)S(=O)(=O)NC2CSC2)O)C(=CC(=C1)N1N=C(C(NC1=O)=O)C(F)F)Cl